BrC1=CC(=C(C=C1)OC)S(F)(F)(F)(F)F 4-bromo-1-methoxy-2-(pentafluoro-λ6-mercapto)benzene